N1(CCCCC1)C(C1=CC=C2C=CC=NC2=C1O)C1=CC=C(C=C1)C(F)(F)F 7-{piperidin-1-yl[4-(trifluoromethyl)phenyl]methyl}quinolin-8-ol